CC(C)(C1=C(N)C=CC(=C1)C)C1=C(N)C=CC(=C1)C 2,2'-(propane-2,2-diyl)bis(4-methylaniline)